Ethyl 3-((3-((tert-butoxycarbonyl) methylamino)-4-chlorobenzyl) amino)-4-methyl-1H-pyrrole-2-carboxylate C(C)(C)(C)OC(=O)CNC=1C=C(CNC2=C(NC=C2C)C(=O)OCC)C=CC1Cl